(1-methyl-1H-pyrazolo[3,4-b]pyridin-5-yl)piperidine-1-carboxylic acid tert-butyl ester C(C)(C)(C)OC(=O)N1C(CCCC1)C=1C=C2C(=NC1)N(N=C2)C